4-(Azetidin-1-yl)-2,5-dimethyl-N-(1-(2-(trifluoromethyl)pyridin-4-yl)azetidin-3-yl)-5,7-dihydro-6H-pyrrolo[3,4-d]pyrimidine-6-carboxamide N1(CCC1)C=1C2=C(N=C(N1)C)CN(C2C)C(=O)NC2CN(C2)C2=CC(=NC=C2)C(F)(F)F